CC(CO)(C)C=1OC(=NN1)C1=C(C=CC=C1)NC1=CC=C(C=C1)C(F)(F)F 2-methyl-2-(5-(2-((4-(trifluoromethyl)phenyl)amino)phenyl)-1,3,4-oxadiazol-2-yl)propan-1-ol